3-Ethyldihydro-2(3H)-thiophenon C(C)C1C(SCC1)=O